OC=1C=CC(=NC1)N1C(N(CC1=O)C1=CC(=CC=C1)C(F)(F)F)=O 3-(5-hydroxy-2-pyridyl)-1-[3-(trifluoromethyl)phenyl]imidazolidine-2,4-dione